[Cl-].[Cl-].C[SiH](C)[Zr+2](C1C(=CC2=CC=CC=C12)C)C1C(=CC2=CC=CC=C12)C rac-dimethylsilyl-bis(2-methyl-indenyl)zirconium dichloride